C(CC)(=O)ONP(=O)(OC1=CC=CC=C1)OP(=O)(OC1=CC=CC=C1)O ((((hydroxy (phenoxy) phosphoryl) oxy) (phenoxy) phosphoryl) amino) propionate